BrCC=1OC=C(N1)C=1OC(=NN1)C(F)F 2-[2-(bromomethyl)oxazol-4-yl]-5-(difluoromethyl)-1,3,4-oxadiazole